S=C1NC(=NO1)C=1C=C(C=CC1)N1C2=C(NC(CC1=O)=O)C1=CC=CC=C1C=C2 5-(3-(5-Thioxo-4,5-dihydro-1,2,4-oxadiazol-3-yl)phenyl)-1,5-dihydro-2H-naphtho[1,2-b][1,4]diazepine-2,4(3H)-dione